alpha-bromobutyrolactone BrC1C(=O)OCC1